N-((1H-indazol-6-yl)methyl)-5-((2-(3-(dimethylamino)phenoxy)ethoxy)methyl)-N-(3-methoxybenzyl)pyridin-2-amine N1N=CC2=CC=C(C=C12)CN(C1=NC=C(C=C1)COCCOC1=CC(=CC=C1)N(C)C)CC1=CC(=CC=C1)OC